4-[(2-tert-butoxycarbonyl-2-azaspiro[3.3]heptan-6-yl)methyl]-2-(trifluoromethoxy)benzoic Acid C(C)(C)(C)OC(=O)N1CC2(C1)CC(C2)CC2=CC(=C(C(=O)O)C=C2)OC(F)(F)F